(R)-N-(4-fluorobenzyl)-2-hydroxy-2-phenylacetamide FC1=CC=C(CNC([C@@H](C2=CC=CC=C2)O)=O)C=C1